COC=1C(=CC(=C(C1)N1CCC(CC1)N1CCC2(CCN(CC2)C(=O)[O-])CC1)C=1C=NN(C1)C)[N+](=O)[O-] 9-(1-(5-methoxy-2-(1-methyl-1H-pyrazol-4-yl)-4-nitrophenyl)piperidin-4-yl)-3,9-Diazaspiro[5.5]undecane-3-carboxylate